6-(2-amino-6-fluoro-5-(4-(4-methylpiperazin-1-yl)phenyl)pyridin-3-yl)-3,4-dihydroisoquinolin-1(2H)-one NC1=NC(=C(C=C1C=1C=C2CCNC(C2=CC1)=O)C1=CC=C(C=C1)N1CCN(CC1)C)F